C(C)(C)(C)OC(N(C(=O)OC(C)(C)C)C1=C(C=2N(C(=N1)S(=O)C)C=CN2)Br)=O (8-bromo-5-(methylsulfinyl)imidazo[1,2-c]pyrimidin-7-yl)(t-butoxycarbonyl)carbamic acid tert-butyl ester